O=S1(C2=C(OC3(C=N1)COC3)N=CC=C2)=O 1',1'-Dioxidospiro[oxetane-3,4'-pyrido[2,3-b][1,4,5]oxathiazepin]